[1-[6-methyl-2-[4-(4-methyl-3-oxo-piperazin-1-yl)phenyl]-4-oxo-chromen-8-yl]ethylamino]benzoic acid tert-butyl ester C(C)(C)(C)OC(C1=C(C=CC=C1)NC(C)C=1C=C(C=C2C(C=C(OC12)C1=CC=C(C=C1)N1CC(N(CC1)C)=O)=O)C)=O